S1C=NC2=C1C(=CC=C2)C2=CC=C(C=C2)N2[C@@H](CN(CC2)C(=O)NC=2N=C(SC2)C#C)CO (S)-4-(4-(benzo[d]thiazol-7-yl)phenyl)-N-(2-ethynyl-thiazol-4-yl)-3-(hydroxymethyl)-piperazine-1-carboxamide